(2S,6R)-tert-butyl 2-(hydroxymethyl)-6-(trifluoromethoxy)-1,4-oxazepane-4-carboxylate OC[C@H]1OC[C@@H](CN(C1)C(=O)OC(C)(C)C)OC(F)(F)F